4'-chloro-2,2',3,4,5,6-hexafluoro-1,1'-biphenyl ClC1=CC(=C(C=C1)C1=C(C(=C(C(=C1F)F)F)F)F)F